methyl 3-[tert-butoxycarbonyl(2-methoxyethyl)amino]-4-methoxybutanoate C(C)(C)(C)OC(=O)N(C(CC(=O)OC)COC)CCOC